butenyl-carnitine C(=CCC)C(O)(C[N+](C)(C)C)CC([O-])=O